C1=C(C=CC2=CC=CC=C12)C=1C2=CC=CC=C2C(=C2C=CC(=CC12)B(O)O)C1=CC2=CC=CC=C2C=C1 9,10-di(2-naphthyl)anthracene-2-boronic acid